FC1=C(C=CC=C1)[C@H](CC1=NC(=NC(=N1)N[C@@H](CO)CC(C)C)NS(=O)(=O)C)C N-(4-((S)-2-(2-Fluorophenyl)propyl)-6-(((R)-1-hydroxy-4-methylpentan-2-yl)amino)-1,3,5-triazin-2-yl)methanesulfonamide